2-chloro-5-hydroxy-4-(trifluoromethoxy)nicotinoyl chloride ClC1=C(C(=O)Cl)C(=C(C=N1)O)OC(F)(F)F